β-semicarbazidopropionic acid N(NC(=O)N)CCC(=O)O